NC1=C(C=C(C=N1)NC(C(=O)N1[C@H](CC[C@H](C1)C)C=1C=C2C=NNC2=CC1)=O)C N-(6-Amino-5-methyl-3-pyridyl)-2-[(2R,5R)-2-(1H-indazol-5-yl)-5-methyl-1-piperidyl]-2-oxo-acetamide